(R)-1-methyl-6-(1-methylcyclopropyl)-4-((1-(3-(trifluoromethyl)phenyl)ethyl)amino)pyrido[3,4-d]pyridazin-7(6H)-one hydrochloride Cl.CC=1C=2C(C(=NN1)N[C@H](C)C1=CC(=CC=C1)C(F)(F)F)=CN(C(C2)=O)C2(CC2)C